8-methyl-7-(3-(((tetrahydro-2H-pyran-4-yl)methyl)amino)-7,8-dihydro-1,6-naphthyridin-6(5H)-yl)-4H-pyrimido[1,2-b]pyridazin-4-one CC1=CC=2N(N=C1N1CC=3C=C(C=NC3CC1)NCC1CCOCC1)C(C=CN2)=O